2-trifluoromethyl-ethanone butyl-(3R)-3-(3-bromoanilino)piperidine-1-carboxylate C(CCC)OC(=O)N1C[C@@H](CCC1)NC1=CC(=CC=C1)Br.FC(CC=O)(F)F